C(C)OC(=O)N1C[C@@H](C[C@@H]1CO)NS(=O)(=O)C=1C(=C(N(C1)C)C(=O)OCC)F Ethyl 4-(N-((3R,5R)-1-(ethoxycarbonyl)-5-(hydroxymethyl)pyrrolidin-3-yl)sulfamoyl)-3-fluoro-1-methyl-1H-pyrrole-2-carboxylate